CC(NC(OC)=O)C(NC(C(NC(C(NCSCCCCCC)=O)C)=O)C)=O 5,8,11-trimethyl-3,6,9,12-tetraoxo-2-oxa-15-thia-4,7,10,13-tetraazahenicosan